FC1CC(CNC1)C(=O)O 5-FLUOROPIPERIDINE-3-CARBOXYLIC ACID